ClC1=C(C=O)C=CC(=C1)CS(=O)(=O)C 2-chloro-4-((methylsulfonyl)methyl)benzaldehyde